N1=C(C=CC=C1)OCC1(CC=CCC1)C(=O)[O-] 1-((pyridin-2-yloxy)methyl)cyclohex-3-enecarboxylate